IC1=CC=C2CN(C(C2=C1)=O)CC1=CC=C(C=C1)OC 6-iodo-2-(4-methoxybenzyl)isoindolin-1-one